2-(2-hydroxy-4-dimethylaminophenyl)-5-methyloxycarbonyl-2H-benzotriazole OC1=C(C=CC(=C1)N(C)C)N1N=C2C(=N1)C=CC(=C2)C(=O)OC